N'-((1,2,3,5,6,7-hexahydro-s-indacen-4-yl)carbamoyl)-2-(hydroxymethyl)-2-methyl-N-trityl-2,3-dihydropyrazolo[5,1-b]oxazole-7-sulfonimidamide C1CCC2=C(C=3CCCC3C=C12)NC(=O)N=S(=O)(NC(C1=CC=CC=C1)(C1=CC=CC=C1)C1=CC=CC=C1)C=1C=NN2C1OC(C2)(C)CO